ClC1=CC=C(C=C1)C(C(F)(F)F)C=1N=C2N(C=C(C=C2OC)S(=O)(=O)NCC)C1 (1-(4-chlorophenyl)-2,2,2-trifluoroethyl)-N-ethyl-8-methoxyimidazo[1,2-a]pyridine-6-sulfonamide